N-(6-chloro-7-methylthiazolo[4,5-c]pyridin-2-yl)benzamide ClC1=C(C2=C(C=N1)N=C(S2)NC(C2=CC=CC=C2)=O)C